FC(C(=O)O)(F)F.C1(CCCCC1)CC(C)NCC1=C(C=CC=C1)CCC(=O)O 3-(2-((1-cyclohexylpropan-2-ylamino)methyl)phenyl)propanoic acid trifluoroacetate